CN(C1=CC(=CN=N1)C=1C=C2N(N=CC=C2N2CC3CCC(C2)N3C(=O)[C@H]3[C@@H](C3)F)C1)C (3-(6-(6-(Dimethylamino)pyridazin-4-yl)pyrrolo[1,2-b]pyridazin-4-yl)-3,8-diazabicyclo[3.2.1]octan-8-yl)((1S,2R)-2-fluorocyclopropyl)methanone